NC[C@@H](C(=O)OCCCCCCC)C n-heptyl (S)-β-aminoisobutyrate